calcium, calcium salt [Ca].[Ca]